ClC1=NC=C(C(=N1)C1=CC=2N(C=C1)N=C(N2)N2C(=CC=C2C)C)F 7-(2-chloro-5-fluoropyrimidin-4-yl)-2-(2,5-dimethyl-1H-pyrrol-1-yl)-[1,2,4]triazolo[1,5-a]pyridine